N-(15Z-tetracosenoyl)-sphinganine CCCCCCCCCCCCCCC[C@H]([C@H](CO)NC(=O)CCCCCCCCCCCCC/C=C\CCCCCCCC)O